CN(NCCC)C N-dimethylaminopropylamine